C(C1=CC=CC=C1)OC1=C(C(=NC(=C1)OCC1OCCCC1)CCC1=CC=C(C=C1)CCC)C1=CC=C(C(=O)OC)C=C1 Methyl 4-(4-(benzyloxy)-2-(4-propylphenethyl)-6-((tetrahydro-2H-pyran-2-yl)methoxy)pyridin-3-yl)benzoate